N-(2-(4-(9-benzyl-6-(1-methylcyclopropoxy)-9H-purin-8-yl)-3-chlorophenoxy)ethyl)-N-methylglycine C(C1=CC=CC=C1)N1C2=NC=NC(=C2N=C1C1=C(C=C(OCCN(CC(=O)O)C)C=C1)Cl)OC1(CC1)C